BrCCCCCCOC1=CC=C(C=C1)N(C1=CC=C(C=C1)OCCCCCCBr)C1=CC=C(C=C1)B1OC(C)(C)C(C)(C)O1 4-{N,N-bis[4-(6-bromohexyloxy)phenyl]amino}phenylboronic acid pinacol ester